C(C)[C@@]1([C@@H](C1)CCOC1OCCCC1)C(=O)OC1=CC=C(C[C@H](NC(C2=C(C(=CC(=C2)I)C)NC(=O)C2=CC(=NN2C2=NC=CC=C2Cl)Br)=O)C(=O)O)C=C1 (2-(3-bromo-1-(3-chloropyridin-2-yl)-1H-pyrazole-5-carboxamido)-5-iodo-3-methylbenzoyl)tyrosine trans-ethyl-2-(2-((tetrahydro-2H-pyran-2-yl)oxy)ethyl)cyclopropane-1-carboxylate